ClC1=CC=C(C(=N1)C1=CC(=C(C=O)C=C1)B1OC(C(O1)(C)C)(C)C)NC(C)C=1C=C(C=C2C(C(=C(OC12)N1CCCCC1)C)=O)C 4-[6-chloro-3-[1-[3,6-dimethyl-4-oxo-2-(1-piperidyl)chromen-8-yl]ethylamino]-2-pyridyl]-2-(4,4,5,5-tetramethyl-1,3,2-dioxaborolan-2-yl)benzaldehyde